C(C=C)C1=CC(=C(C(=C1)C(C)(C)C)O)C(C)(C)C 4-allyl-2,6-di-t-butylphenol